NC=1C2=C(N=CN1)N(C=C2I)[C@H]2C[C@@H](N(C2)C(=O)OC(C)(C)C)COC Tert-butyl (2R,4S)-4-[4-amino-5-iodopyrrolo[2,3-d]pyrimidin-7-yl]-2-(methoxymethyl)pyrrolidine-1-carboxylate